1-(8-bromo-6-cyclopropylimidazo[1,2-a]pyridin-2-yl)-2,2,2-trifluoroethan-1-ol BrC=1C=2N(C=C(C1)C1CC1)C=C(N2)C(C(F)(F)F)O